3,3-dimethyl-5-(piperidin-4-yl)-3,7-dihydrothieno[2,3-b]pyridine-6(2H)-one 1-oxide hydrochloride Cl.CC1(CS(C=2NC(C(=CC21)C2CCNCC2)=O)=O)C